(1R,2R,3S,5S)-2-fluoro-1,5-dimethyl-8-azabicyclo[3.2.1]octan F[C@H]1[C@]2(CC[C@@](CC1)(N2)C)C